aminophosphono heptanoate C(CCCCCC)(=O)OP(=O)(ON)O